C(C)(C)(C)OC(C(CCC(=O)NCCCCNC(=O)NCCOCCOCC(=O)O)NC(CCCCCCCCCCCCCCCCCCC(=O)OC(C)(C)C)=O)=O 2-[2-[2-[4-[[5-tert-butoxy-4-[(20-tert-butoxy-20-oxo-icosanoyl)amino]-5-oxo-pentanoyl]amino]butylcarbamoylamino]ethoxy]ethoxy]acetic acid